(3R,R)-3-({2-[3-(S-methylsulfonimidoyl)phenyl][1,2,4]triazolo[1,5-c]quinazolin-5-yl}amino)azepan-2-one C[S@](=O)(=N)C=1C=C(C=CC1)C1=NN2C(=NC=3C=CC=CC3C2=N1)N[C@H]1C(NCCCC1)=O